C(C(=O)[O-])C(CC(=O)[O-])(C(=O)[O-])O.O.[Fe+3] The molecule is a hydrate that is the monohydrate form of iron(III) citrate. It is an iron-based phosphate binder approved for hyperphosphataemia in patients with chronic kidney disease. It contains an iron(III) citrate.